3-(hydroxymethyl)-1,2,4,5-tetramethyl-1H-imidazol-3-ium OC[N+]1=C(N(C(=C1C)C)C)C